C(C)OC[C@@]1(CN(CC1)CC=1C=NC=CC1)CCC1=CC(=CC=C1)OC (S)-3-((3-(ethoxymethyl)-3-(3-methoxy-phenethyl)pyrrolidin-1-yl)methyl)pyridine